C(=S)[S-].[Na+].N1=CNC2=C1C=CC=C2 benzimidazole sodium dithioformate